1-methyl-3-(2,2,6-trimethyl-cyclohexyl)-propyldimethylammonium chloride [Cl-].CC(CCC1C(CCCC1C)(C)C)[NH+](C)C